CN1C(=N\C(\C1=O)=C/C=1C=C2C=NN(C2=CC1)C)N[C@@H]1COCCC1 (5Z)-3-Methyl-5-[(1-methylindazol-5-yl)methylene]-2-[[(3S)-tetrahydropyran-3-yl]amino]imidazol-4-one